N1N=NC2=NC(=CC=C21)C=2C=C(C(=O)O)C=CC2 3-(1H-[1,2,3]triazolo[4,5-b]pyridin-5-yl)benzoic acid